IC=1C=CC(NC1)=O 5-iodo-2(1H)-pyridinone